6-bromo-2-(1-(4-ethyl-1,4-diazepan-1-yl)butyl)-3-propylquinazolin-4(3H)-one BrC=1C=C2C(N(C(=NC2=CC1)C(CCC)N1CCN(CCC1)CC)CCC)=O